1-benzyl-3-(5-isobutyl-3-{p-[(2-methyl-1H-imidazol-1-yl)methyl]phenyl}-2-thienylsulfonyl)urea C(C1=CC=CC=C1)NC(=O)NS(=O)(=O)C=1SC(=CC1C1=CC=C(C=C1)CN1C(=NC=C1)C)CC(C)C